NC1=NC(=NC=C1)C=1N=C(SC1)NC=1C=C(C=CC1C)NC(C1=CC=C(C=C1)CCN1CCN(CC1)C)=O N-(3-((4-(4-Aminopyrimidin-2-yl)thiazol-2-yl)amino)-4-methylphenyl)-4-(2-(4-methylpiperazin-1-yl)ethyl)benzamide